5'-chloro-4-[(3-chlorophenyl)(trifluoroacetyl)amino]-2'-[(2R)-3-hydroxy-2-methylpropyl]-6'-(methoxymethoxy)-2',3'-dihydrospiro[cyclohexane-1,1'-indene]-4-carboxylic acid methyl ester COC(=O)C1(CCC2(C(CC3=CC(=C(C=C23)OCOC)Cl)C[C@H](CO)C)CC1)N(C(C(F)(F)F)=O)C1=CC(=CC=C1)Cl